ClC=1C=CC=C2CC[C@@H]([C@@H](C12)O)O (1R,2S)-8-chloro-1,2,3,4-tetrahydronaphthalene-1,2-diol